(S)-1-(2-(4-(quinolin-5-ylamino)piperidin-1-yl)acetyl)pyrrolidine-2-carbonitrile N1=CC=CC2=C(C=CC=C12)NC1CCN(CC1)CC(=O)N1[C@@H](CCC1)C#N